(1R,3S)-3-aminocyclohexan-1-ol hydrochloride Cl.N[C@@H]1C[C@@H](CCC1)O